3-chloro-5-(2,2,2-trifluoroethyl)-4H-1,2,4-triazole ClC1=NN=C(N1)CC(F)(F)F